NC(C(C1=CN=NC2=CC=CC=C12)NC(=O)[C@@H]1[C@H]2C([C@H]2CN1C([C@H](C(C)C)NC(C(C)(F)F)=O)=O)(C)C)=O (1R,2S,5S)-N-(2-amino-1-cinnolin-4-yl-2-oxo-ethyl)-3-[(2S)-2-(2,2-difluoropropanoylamino)-3-methyl-butanoyl]-6,6-dimethyl-3-azabicyclo[3.1.0]hexane-2-carboxamide